9-((2R,4S,5R)-5-((bis(4-methoxyphenyl)(phenyl)methoxy)methyl)-4-hydroxytetrahydrofuran-2-yl)-7,9-dihydro-8H-purin-8-one COC1=CC=C(C=C1)C(OC[C@@H]1[C@H](C[C@@H](O1)N1C2=NC=NC=C2NC1=O)O)(C1=CC=CC=C1)C1=CC=C(C=C1)OC